N-cyclopropyl-2-(difluoromethoxy)-4-[7-[1-hydroxy-2-[2-hydroxyethyl(methyl)amino]-1-methyl-ethyl]imidazo[1,2-a]pyridin-3-yl]-6-methoxy-benzamide C1(CC1)NC(C1=C(C=C(C=C1OC)C1=CN=C2N1C=CC(=C2)C(CN(C)CCO)(C)O)OC(F)F)=O